FC1=CC=C(C(=O)N[C@H](C(=O)NC2=CC=C(C=C2)S(NC2CCN(CC2)C)(=O)=O)CC2=CC=CC=C2)C=C1 (S)-4-fluoro-N-(1-(4-(N-(1-methylpiperidin-4-yl)sulfamoyl)phenylamino)-1-oxo-3-phenylprop-2-yl)benzamide